4,4-difluoro-1-[(trans)-4-aminocyclohexyl]pyrrolidin-2-one FC1(CC(N(C1)[C@@H]1CC[C@H](CC1)N)=O)F